Oxocarbamoic acid O=NC(O)=O